1-(2-amino-5-methoxyphenyl)ethan-1-one hydrochloride Cl.NC1=C(C=C(C=C1)OC)C(C)=O